Formylperoxysodium C(=O)OO[Na]